4-oxobutyl L-valinate N[C@@H](C(C)C)C(=O)OCCCC=O